(1,2-dioleoyl-propyl)trimethylammonium chloride [Cl-].C(CCCCCCC\C=C/CCCCCCCC)(=O)C(C(C)C(CCCCCCC\C=C/CCCCCCCC)=O)[N+](C)(C)C